2-[4-[(3S)-3-(5-cyano-3-pyridinyl)isoxazolidine-2-carbonyl]-1-piperidinyl]pyrimidine-4-carbonitrile C(#N)C=1C=C(C=NC1)[C@H]1N(OCC1)C(=O)C1CCN(CC1)C1=NC=CC(=N1)C#N